tert-butyl-3-oxo-5-(trifluoromethyl)piperidine-1-carboxylate C(C)(C)(C)OC(=O)N1CC(CC(C1)C(F)(F)F)=O